ClC1=CC=C(C=C1)C=1C(NC(N(C1)C=1C=NN(C1)C)=O)=O 5-(4-chlorophenyl)-1-(1-methyl-1H-pyrazol-4-yl)pyrimidine-2,4(1H,3H)-dione